NC=1SC(=CN1)C(=O)NC1=NC=2C(=C(C=CC2C=2N1CCN2)OCCCN(C)C)OC 2-amino-N-{8-[3-(dimethylamino)propoxy]-7-methoxy-2,3-dihydroimidazo[1,2-c]quinazolin-5-yl}-1,3-thiazole-5-carboxamide